(1S*,2R*,4R*)-2-azido-4-(3-(5-bromopyrimidin-2-yl)benzyl)-4-(ethoxycarbonyl)cyclopentyl 4-nitrobenzoate [N+](=O)([O-])C1=CC=C(C(=O)O[C@@H]2[C@@H](C[C@](C2)(C(=O)OCC)CC2=CC(=CC=C2)C2=NC=C(C=N2)Br)N=[N+]=[N-])C=C1 |o1:10,11,13|